2,1-dioxazine O1ON=CC=C1